4-(6-(2,5-dioxo-2,5-dihydro-1H-pyrrol-1-yl)hexanoyl)piperazine-1-carbohydrazide O=C1N(C(C=C1)=O)CCCCCC(=O)N1CCN(CC1)C(=O)NN